(R)-4-(1-((3-(difluoro-methyl)-1-methyl-1H-pyrazol-4-yl)sulfonyl)-1-fluoro-ethyl)-N-(oxazol-4-yl)piperidine-1-carboxamide FC(C1=NN(C=C1S(=O)(=O)[C@@](C)(F)C1CCN(CC1)C(=O)NC=1N=COC1)C)F